N(=[N+]=[N-])C(=O)C1CCN(CC1)C(=O)OCC1=CC=CC=C1 benzyl 4-(azidocarbonyl)piperidine-1-carboxylate